2-amino-N-((1r,4s)-4-hydroxycyclohexyl)-5-(4-((1s,5r)-3-(tetrahydro-2H-pyran-4-yl)-3-azabicyclo[3.1.0]hex-1-yl)phenyl)nicotinamide NC1=C(C(=O)NC2CCC(CC2)O)C=C(C=N1)C1=CC=C(C=C1)[C@]12CN(C[C@@H]2C1)C1CCOCC1